[Si](C)(C)(C(C)(C)C)OCCC1=NN(C=C1)C(C)=O 1-(3-{2-[(tert-butyldimethylsilyl)oxy]ethyl}-1H-pyrazol-1-yl)ethan-1-one